5-bromo-3,6-difluoro-1-((2-(trimethyl-silyl)ethoxy)methyl)-1H-pyrrolo[2,3-b]pyridine BrC=1C=C2C(=NC1F)N(C=C2F)COCC[Si](C)(C)C